Methyl 5-(4,4,5,5-tetramethyl-1,3,2-dioxaborolan-2-yl)-3,6-dihydropyridine-1(2H)-carboxylate CC1(OB(OC1(C)C)C1=CCCN(C1)C(=O)OC)C